ClC1=CC=C(C(=N1)C(=O)OC)N[C@H](C)C=1C=C(C=C2C(N(C(=NC12)C12CC(C1)(C2)OC)C)=O)C methyl (R)-6-chloro-3-((1-(2-(3-methoxybicyclo[1.1.1]pentan-1-yl)-3,6-dimethyl-4-oxo-3,4-dihydroquinazolin-8-yl)ethyl)amino)picolinate